ethyl 2-(2-((5-(4,4,5,5-tetramethyl-1,3,2-dioxaborolan-2-yl)benzofuran-3-yl)methoxy)phenyl)acetate CC1(OB(OC1(C)C)C=1C=CC2=C(C(=CO2)COC2=C(C=CC=C2)CC(=O)OCC)C1)C